ClC=1C(=NC(=NC1)NC=1C=NN(C1)C1CC(OC(C1)(C)C)(C)C)C1=CC=C(C(=O)O)C=C1 4-(5-Chloro-2-((1-(2,2,6,6-tetramethyltetrahydro-2H-pyran-4-yl)-1H-pyrazol-4-yl)amino)pyrimidin-4-yl)benzoic Acid